2-amino-N-(3,4-difluorophenyl)-3-methylbutanamide NC(C(=O)NC1=CC(=C(C=C1)F)F)C(C)C